FC(CCCSCCCCCCCCCN)(C(F)(F)F)F [9-(4,4,5,5,5-pentafluoropentylsulfanyl)nonyl]amine